CC(C=O)CC1=CC2=C(C=C1)OCO2 2-methyl-3-(3,4-methylenedioxyphenyl)-propionaldehyde